5-chloro-6-fluoro-1,2,3,4-tetrahydronaphthalene-1-carbaldehyde ClC1=C2CCCC(C2=CC=C1F)C=O